(S)-oxetan O1CCC1